ClC=1C(N(C=CC1Cl)C1=CC=C(C=C1)N1N=CC(=C1C(F)(F)F)COCC)=O 3,4-dichloro-1-(4-(4-(ethoxymethyl)-5-(trifluoromethyl)-1H-pyrazol-1-yl)phenyl)pyridin-2(1H)-one